6-(5-chloro-2-fluorophenyl)-1-(quinolin-4-yl)-1H,2H-[1,3]oxazolo[5,4-c]pyridin-2-one ClC=1C=CC(=C(C1)C1=CC2=C(C=N1)OC(N2C2=CC=NC1=CC=CC=C21)=O)F